acetyl-L-carnitine fumarate C(\C=C\C(=O)O)(=O)O.C(C)(=O)[C@](O)(C[N+](C)(C)C)CC([O-])=O